ethyl 1-(2-methylpyridine-4-amido)-2,3-dihydro-1H-indene-5-carboxylate CC1=NC=CC(=C1)C(=O)NC1CCC2=CC(=CC=C12)C(=O)OCC